FC1=C(C=CC(=C1)F)N1N=C(C2=CC=CC=C2C1=O)N1C[C@@H](CCCC1)NC(C)=O (R)-N-(1-(3-(2,4-difluorophenyl)-4-oxo-3,4-dihydro-phthalazin-1-yl)azepan-3-yl)acetamide